2-({4-[3-(4-fluorophenoxy)benzoyl]piperazin-1-yl}methyl)-1-{[(2S)-oxetan-2-yl]methyl}-1H-1,3-benzodiazole-6-carboxylic acid FC1=CC=C(OC=2C=C(C(=O)N3CCN(CC3)CC3=NC4=C(N3C[C@H]3OCC3)C=C(C=C4)C(=O)O)C=CC2)C=C1